CN1CCN(CC1)C1=CC=C(C=C1)NC=1N=CC=2N=C(C=3C=CN=CC3C2N1)C1=C(C=CC=C1)C(F)(F)F N-(4-(4-methylpiperazin-1-yl)phenyl)-6-(2-(trifluoromethyl)phenyl)pyrimido[5,4-c][2,6]naphthyridin-2-amine